FC=1C(=CC2=C(C(N3[C@@H]([C@@H](O2)C)C[C@H](C3)O)=O)C1OC(C)C)C (2R,11S,11aR)-7-fluoro-2-hydroxy-6-isopropoxy-8,11-dimethyl-2,3,11,11a-tetrahydro-1H,5H-benzo[f]pyrrolo[2,1-c][1,4]oxazepine-5-one